2-[[4-[(3aS,7aR)-1-methyl-3,3a,4,6,7,7a-hexahydro-2H-pyrrolo[3,2-c]pyridin-5-yl]-3-pyrimidin-5-yl-pyrrolo[2,3-b]pyridin-1-yl]methoxy]ethyl-trimethyl-silane CN1CC[C@H]2CN(CC[C@H]21)C2=C1C(=NC=C2)N(C=C1C=1C=NC=NC1)COCC[Si](C)(C)C